(R)-N-(6,6-Dimethyltetrahydro-2H-pyran-3-yl)-6-(1H-imidazol-1-yl)-4-methylpicolinamide CC1(CC[C@H](CO1)NC(C1=NC(=CC(=C1)C)N1C=NC=C1)=O)C